3,4,5-trihydroxytetrahydro-2H-pyran-2-carboxylic acid tripotassium salt [K+].[K+].[K+].OC1C(OCC(C1O)O)C(=O)[O-].OC1C(OCC(C1O)O)C(=O)[O-].OC1C(OCC(C1O)O)C(=O)[O-]